[Fe].[Ce].[La] lanthanum-cerium-iron